4-cyano-2-fluoro-6-methyl-N-(3-(oxazol-5-yl)-1H-indazol-5-yl)benzamide C(#N)C1=CC(=C(C(=O)NC=2C=C3C(=NNC3=CC2)C2=CN=CO2)C(=C1)C)F